C1(CCC1)NC(C1=C(C=C(C(=C1)OC1=C(C=C(C=C1Cl)N1N=C(C(NC1=O)=O)C(F)F)Cl)F)O)=O N-cyclobutyl-5-(2,6-dichloro-4-(6-(difluoromethyl)-3,5-dioxo-4,5-dihydro-1,2,4-triazin-2(3H)-yl)phenoxy)-4-fluoro-2-hydroxybenzamide